N1C=C(C2=CC=CC=C12)C=1C=NN(C1)C=1C=CC2=C(N=C(O2)N2CCOCC2)C1 5-(4-(1H-indol-3-yl)-1H-pyrazol-1-yl)-2-morpholinobenzo[d]oxazole